4-(1-chloroethyl)-1-(2-fluorophenyl)-1H-pyrazole ClC(C)C=1C=NN(C1)C1=C(C=CC=C1)F